4-(trimethylstannyl)pyrimidine C[Sn](C1=NC=NC=C1)(C)C